C(#N)C1=CC(=CC=C1)OC 4-cyano-2-methoxybenzene